O(C)NN=O N-methoxylnitrous amide